C1(=C(C=CC=C1)C1=C2C3=C(C(=C(C4(C3=CC2=CC=C1)C=CC=C1C2=CC=CC=C2C=C14)N(C1=C(C=CC=C1)C1=CC=CC=C1)C1=C(C=CC=C1)C)C=1C4(C2=CC3=CC=CC=C3C2=CC1)C=CC=C1C2=CC=CC=C2C=C14)C1=C(C=CC=C1C)C1=CC=CC=C1)C1=CC=CC=C1 (biphenylyl)(methylbiphenylyl)(spirobifluorenyl)(methylphenyl)(biphenylyl)(spirobifluorenyl)amine